1-(6,8-dichloro-2,7-naphthyridin-3-yl)-3-methyl-urea ClC=1C=C2C=C(N=CC2=C(N1)Cl)NC(=O)NC